C1(CCCCCCCCCCCCCC1)C(=O)O Cyclopentadecanoic acid